(4-(1-methyl-4-(trifluoromethyl)-1H-imidazol-2-yl)phenyl)ethan-1-amine CN1C(=NC(=C1)C(F)(F)F)C1=CC=C(C=C1)C(C)N